C(C1=CC=CC=C1)N1C(C=2C=C(C(=NC2C=C1)C)C(=O)NCC1=NC=C(C(=C1)F)F)=O 6-benzyl-N-((4,5-difluoropyridin-2-yl)methyl)-2-methyl-5-oxo-5,6-dihydro-1,6-naphthyridine-3-carboxamide